COC(C1CCN(CC1)C1=C(C=C(C(=O)O)C=C1F)F)OC 4-[4-(dimethoxymethyl)-1-piperidinyl]-3,5-difluoro-benzoic acid